NC=1C=2N(C=CN1)C(=NC2C(C2=C(C=C(C=C2)OC=2C=NC=CC2)Cl)=O)[C@H]2N(CCC2)C(C#CC)=O (S)-1-(2-(8-amino-1-(2-chloro-4-(pyridin-3-yloxy)benzoyl)imidazo[1,5-a]pyrazin-3-yl)pyrrolidin-1-yl)but-2-yn-1-one